1-(4-(8-fluoro-7-(2-fluoro-6-hydroxy-phenyl)-6-(trifluoro-methyl)quinazolin-4-yl)piperazin-1-yl)prop-2-en-1-one FC=1C(=C(C=C2C(=NC=NC12)N1CCN(CC1)C(C=C)=O)C(F)(F)F)C1=C(C=CC=C1O)F